C(C)(C)C=1C=NN2C1N=C(N=C2NCC2=CC=C(C=C2)C2=CN=CS2)NC2CCOCC2 8-isopropyl-N2-(tetrahydro-2H-pyran-4-yl)-N4-(4-(thiazol-5-yl)benzyl)pyrazolo[1,5-a][1,3,5]triazine-2,4-diamine